C1(CC1)NC(C1=C(C=C(C(=C1)C=1C=NN(C1)C1=CN=C2N1C=C(N=C2)OC)C)F)=O N-cyclopropyl-2-fluoro-5-(1-{6-methoxyimidazo[1,2-a]pyrazin-3-yl}-1H-pyrazol-4-yl)-4-methylbenzamide